CC1NC(CC(C1)OC=1SC2=C(N1)C(=CC(=C2)C=2C=C(C=1N(N2)C=C(N1)C)C)F)C 6-{2-[(2,6-dimethylpiperidin-4-yl)oxy]-4-fluoro-1,3-benzothiazol-6-yl}-2,8-dimethylimidazo[1,2-b]pyridazine